[N-](S(=O)(=O)C(F)(F)F)S(=O)(=O)C(F)(F)F.C[NH+]1CCCC1.C[NH+]1CCCC1.[N-](S(=O)(=O)C(F)(F)F)S(=O)(=O)C(F)(F)F bis(1-methylpyrrolidinium) bis(trifluoromethanesulfonyl)imide